FC1=C(C=CC=C1)CS(=O)(=O)NC1=C(C(=C(C=C1F)OC1=NC=CC=C1C1=NC(=NC=C1)N[C@@H]1CNC[C@H](C1)F)F)F 1-(2-fluorophenyl)-N-(2,3,6-trifluoro-4-((3-(2-(((3S,5S)-5-fluoropiperidin-3-yl)amino)pyrimidin-4-yl)pyridin-2-yl)oxy)phenyl)methanesulfonamide